CC1=NN2C(N=CC3=C2C(CN3C(=O)OC(C)(C)C)(C(F)(F)F)C)=C1 tert-butyl 2,8-dimethyl-8-(trifluoromethyl)-7,8-dihydro-6H-pyrazolo[1,5-a]pyrrolo[2,3-e]pyrimidine-6-carboxylate